2-((2-octyldodecyl)oxy)-2-oxoethane C(CCCCCCC)C(COC(C)=O)CCCCCCCCCC